CC1(CC2=C(C(N1)=O)C(=C(N2)C2=CC(=NC=C2)NC(CC2=CC=C(C=C2)F)=O)C=2C=NC=CC2)C N-{4-[6,6-Dimethyl-4-oxo-3-(pyridin-3-yl)-4,5,6,7-tetrahydro-1H-pyrrolo[3,2-c]pyridin-2-yl]pyridin-2-yl}-2-(4-fluorophenyl)acetamid